C(C)(C)(C)OC(=O)N1CCN(CC1)C1=NC=CC(=N1)C1=CC(=C(C=C1)OC)OC 4-[4-(3,4-dimethoxy-phenyl)-pyrimidin-2-yl]-piperazine-1-carboxylic acid tert-butyl ester